ClC=1C=C(CNC2=NS(C3=C(N2)C(=C(C=C3)F)[C@@H](C)C3=C(C=CC=C3)F)(=O)=O)C=CC1F (S)-3-((3-chloro-4-fluorobenzyl)amino)-6-fluoro-5-(1-(2-fluorophenyl)ethyl)-4H-benzo[e][1,2,4]thiadiazine 1,1-dioxide